9-(ethanesulfonyl)-23-fluoro-18-oxa-6,9,13,26,29,30-hexaazaheptacyclo[23.5.2.22,5.213,16.06,11.019,24.028,31]hexatriaconta-1(30),2,4,19(24),20,22,25,27,31,35-decaene C(C)S(=O)(=O)N1CCN2C3=CC=C(C4=NNC5=CN=C(C=6C(=CC=CC6OCC6CCN(CC2C1)CC6)F)C=C45)C=C3